O=C1NC(CCC1NC1=C(CN(C)CC2=CC=C(C=C2)C=2OC3=C(C2)C=C(C=C3C(=O)N)F)C=CC=C1)=O 2-(4-(((2-((2,6-dioxopiperidin-3-yl)amino)benzyl)(methyl)amino)methyl)phenyl)-5-fluorobenzofuran-7-carboxamide